C1=CC=CC=2C3=CC=CC=C3N(C12)C1=CC=CC=2C3=CC=CC(=C3NC12)N1C2=CC=CC=C2C=2C=CC=CC12 9'H-9,1':8',9''-tercarbazole